4-aminophenyl-5-[((3-oxo-2,3-dihydro-1H-isoindol-5-yl)oxy)methyl]azepane-1-carboxylate NC1=CC=C(C=C1)OC(=O)N1CCCC(CC1)COC=1C=C2C(NCC2=CC1)=O